C(#N)CC(=O)N1C[C@@H]([C@@H](CC1)C)N(C=1C2=C(N=CN1)N(C=C2)C(=O)NC2=CC(=NC=C2)OCCNC(OC(C)(C)C)=O)C tert-butyl (2-((4-(4-(((3R,4R)-1-(2-cyanoacetyl)-4-methylpiperidin-3-yl)(methyl)amino)-7H-pyrrolo[2,3-d]pyrimidine-7-carboxamido)pyridin-2-yl)oxy)ethyl)carbamate